6-[2-chloro-3-(5-chloro-2-methoxypyridine-3-sulfonamido)-6-fluorophenyl]-N-methylimidazo[1,5-a]pyrazine-1-carboxamide ClC1=C(C(=CC=C1NS(=O)(=O)C=1C(=NC=C(C1)Cl)OC)F)C=1N=CC=2N(C1)C=NC2C(=O)NC